2-O-α-glucosylglycerate [C@H]1([C@H](O)[C@@H](O)[C@H](O)[C@H](O1)CO)OC(C(=O)[O-])CO